C(C1=CC=CC=C1)OC1=C(C(=C(C(=O)N(C)OC)C=C1F)I)F 4-benzyloxy-3,5-difluoro-2-iodo-N-methoxy-N-methyl-benzamide